tri(methoxy)-isopropoxysilicon CO[Si](OC(C)C)(OC)OC